8-({4-[1-cyclopropyl-4-(trifluoromethyl)imidazol-2-yl]phenyl}methyl)-2-(4-cyclopropyl-6-methoxypyrimidin-5-yl)-5-methyl-7-oxopyrido[2,3-d]pyrimidine-6-carboxylic acid methyl ester COC(=O)C1=C(C2=C(N=C(N=C2)C=2C(=NC=NC2OC)C2CC2)N(C1=O)CC1=CC=C(C=C1)C=1N(C=C(N1)C(F)(F)F)C1CC1)C